FC1=C(C=CC(=C1)C1=CC2=C(N=C(N=C2)NC2CCC(CC2)N(C)CCOC)N(C1=O)C(C)C)NS(=O)(=O)CC1=CC=C(C=C1)F N-(2-Fluoro-4-(8-isopropyl-2-(((1r,4r)-4-((2-methoxyethyl)(methyl)amino)cyclohexyl)amino)-7-oxo-7,8-dihydropyrido[2,3-d]pyrimidin-6-yl)phenyl)-1-(4-fluorophenyl)methanesulfonamide